O=S1(N(CC(N1)=O)C=1C(=C(C=CC1O)C=1CN(CC1)C(N)=N)F)=O 3-(3-(1,1-dioxido-4-oxo-1,2,5-thiadiazolidin-2-yl)-2-fluoro-4-hydroxyphenyl)-2,5-dihydro-1H-pyrrole-1-carboximidamide